C(CC(=O)C)(=O)OCC.[Sn] tin ethyl acetoacetate